O1C(NC2=NC=CC=C21)=O 3H-oxazolo[4,5-B]pyridin-2-one